CC1=C(C(=C2C=NN(C2=C1)C1OCCCC1)B1OC(C(O1)(C)C)(C)C)CCCCOC[C@H]1CN(CCC1)C(=O)OC(C)(C)C tert-butyl (3R)-3-((4-(6-methyl-1-(tetrahydro-2H-pyran-2-yl)-4-(4,4,5,5-tetramethyl-1,3,2-dioxaborolan-2-yl)-1H-indazol-5-yl)butoxy)methyl)piperidine-1-carboxylate